OC1=CC=C(C=C1)C1=NN=CC2=CC=CC=C12 4-(4'-hydroxyphenyl)-2,3-naphthyridine